FC(C1=C(C=CC(=C1)C(F)(F)F)C=1C=2N(C(=NN1)NC[C@@H]1COCC1)C=CC2)(F)F 1-[2,4-bis(trifluoromethyl)phenyl]-N-{[(3R)-oxolan-3-yl]methyl}pyrrolo[1,2-d][1,2,4]triazin-4-amine